N-[4-[(6,7-Dimethoxy-1,5-naphthyridin-4-yl)oxy]-3-fluorophenyl]-6-methyl-2-oxo-1-(2-propan-2-yloxypyridin-4-yl)pyridine-3-carboxamide COC=1N=C2C(=CC=NC2=CC1OC)OC1=C(C=C(C=C1)NC(=O)C=1C(N(C(=CC1)C)C1=CC(=NC=C1)OC(C)C)=O)F